7-[(3aR,6aS)-hexahydropyrrolo[3,4-c]pyrrol-2(1H)-yl]-2-(2-methyl-1,3-benzothiazol-5-yl)-4H-pyrido[1,2-a]pyrimidin-4-one C1N(C[C@@H]2[C@H]1CNC2)C=2C=CC=1N(C(C=C(N1)C=1C=CC3=C(N=C(S3)C)C1)=O)C2